2-(2-oxo-pyrrolidine-1-yl)butyramide O=C1N(CCC1)C(C(=O)N)CC